3-(2-(2-(2-(3-(6,7-dichloro-2-(2-hydroxyacetyl)-2,3,4,5-tetrahydro-1H-pyrido[4,3-b]indol-9-yl)-1H-pyrazol-1-yl)acetamido)ethoxy)ethoxy)propanoic acid ClC1=C(C=C(C=2C3=C(NC12)CCN(C3)C(CO)=O)C3=NN(C=C3)CC(=O)NCCOCCOCCC(=O)O)Cl